trans-N-[3-(4-ethyl-5-fluoro-6-oxo-1,6-dihydropyrimidin-2-yl)-2-fluoro-4-(trifluoromethyl)benzyl]-3-[(3-fluorobenzyl)oxy]cyclobutane-1-carboxamide C(C)C=1N=C(NC(C1F)=O)C=1C(=C(CNC(=O)[C@@H]2C[C@H](C2)OCC2=CC(=CC=C2)F)C=CC1C(F)(F)F)F